N-(4-hydroxyethyl-phenyl)-ethanolamine OCCC1=CC=C(C=C1)NCCO